4-AMINO-2-NITROBENZALDEHYDE NC1=CC(=C(C=O)C=C1)[N+](=O)[O-]